1-(5-bromo-3-fluoropyridin-2-yl)methanamine hydrochloride Cl.BrC=1C=C(C(=NC1)CN)F